Cl.OC[C@@]12[C@@H]([C@@H]([C@H]([C@@H](OC1)O2)NC)O)O (1S,2R,3R,4R-5S)-1-(hydroxymethyl)-4-(methylamino)-6,8-dioxabicyclo[3.2.1]octane-2,3-diol hydrochloride